(4E)-7-hydroxy-4-heptenyl acetate C(C)(=O)OCCC\C=C\CCO